C(N)(=O)C1=C2C=C(N(C2=CC=C1)C1=NC=2[C@H](CCCC2C(=N1)S(=O)(=O)C)OCC1CN(C1)C(=O)OC(C)(C)C)C tert-butyl 3-[[(8S)-2-(4-carbamoyl-2-methyl-indol-1-yl)-4-methyl sulfonyl-5,6,7,8-tetrahydroquinazolin-8-yl]oxymethyl]azetidine-1-carboxylate